trichlorobiphenyl C1=CC=C(C=C1)C2=C(C(=C(C=C2)Cl)Cl)Cl